N-(2-chloro-4-((2-(4-isopropylpiperidin-1-yl)pyrimidin-5-yl)amino)benzyl)-5-oxopyrrolidine-3-carboxamide ClC1=C(CNC(=O)C2CNC(C2)=O)C=CC(=C1)NC=1C=NC(=NC1)N1CCC(CC1)C(C)C